(2-methyl-1,4-oxazin-4-yl)methanone CC=1OC=CN(C1)C=O